NC=1C=2N(C=C(N1)C=1C=C(C#N)C=CC1)N=C(C2)CC2=NC=CC=C2 3-(4-amino-2-(pyridin-2-ylmethyl)pyrazolo[1,5-a]pyrazin-6-yl)benzonitrile